C(CCCCCCCCCCC)[Sn]CCCCCCCCCCCC di-n-dodecyl-tin